FC1=C(C(=CC=2C3=C(C(=NC12)O[C@@H](C)[C@H]1N(CCC1)C)N=NN3C3CCN(CC3)C(C=C)=O)C(F)(F)F)C=3C=CC(=C1C=CC=NC31)F (4-(6-fluoro-7-(5-fluoroquinolin-8-yl)-4-((S)-1-((S)-1-methylpyrrolidin-2-yl)ethoxy)-8-(trifluoromethyl)-1H-[1,2,3]triazolo[4,5-c]quinolin-1-yl)piperidin-1-yl)prop-2-en-1-one